3-Dodecylpentadecyl 7-Hydroxytetradecanoate OC(CCCCCC(=O)OCCC(CCCCCCCCCCCC)CCCCCCCCCCCC)CCCCCCC